ClC=1C=C2C=C(NC2=CC1)CNC(N(C)C1CN(CCC1)C(=O)C1(CCC1)F)=O 3-[(5-chloro-1H-indol-2-yl)methyl]-1-[1-(1-fluorocyclobutanecarbonyl)piperidin-3-yl]-1-methylurea